FC(F)N[C@@H](C)C(=O)O difluoromethyl-alanine